Cl.C(C)NC(COC(C1=CC=C(C=C1)[N+](=O)[O-])=O)NCC 4-nitrobenzoic acid-2,2-diethylaminoethyl ester hydrochloride